C(=O)(O)NC1=CN=CN1C1[C@H](O)[C@H](O)[C@H](O1)COP(=O)(O)O 5-carboxyamino-1-(5-phospho-D-ribosyl)imidazole